C(C)OC(=O)C1=NNC=C(C1=O)C1=CC=C(C=C1)F 5-(4-fluorophenyl)-4-oxo-1,4-dihydropyridazine-3-carboxylic acid ethyl ester